ClC=1C=NN(C(C1Cl)=O)CC(=O)N[C@H]1[C@@H](C1)C=1C=NN(C1)C1=CC=CC=C1 |r| rac-2-(4,5-dichloro-6-oxopyridazin-1(6H)-yl)-N-((1R,2S)-2-(1-phenyl-1H-pyrazol-4-yl)cyclopropyl)acetamide